FC(C(CC(=O)OCC)=O)(F)F Ethyl 4,4,4-trifluoroacetoacetate